5-(2,2-diphenylethyl)-2-phenylpyridine C1(=CC=CC=C1)C(CC=1C=CC(=NC1)C1=CC=CC=C1)C1=CC=CC=C1